4-(4-(((1r,3r)-3-(3-chloro-4-cyanophenoxy)-2,2,4,4-tetramethylcyclobutyl)carbamoyl)phenyl-1H-pyrazol-1-yl)piperidine-1-carboxylate ClC=1C=C(OC2C(C(C2(C)C)NC(=O)C2=CC=C(C=C2)C2=NN(C=C2)C2CCN(CC2)C(=O)[O-])(C)C)C=CC1C#N